C(C)(C)(C)OC(=O)N1C(C(C2=CC=CC=C12)(C1=CC=CC=C1)C1C(C2=C(C(=C(C(=C2C=C1)C)C)C)C)O)=O (1-hydroxy-5,6,7,8-tetramethyl-1,2-dihydronaphthalen-2-yl)-2-oxo-3-phenylindoline-1-carboxylic acid tert-butyl ester